C(C)(C)(C)OC(=O)N1C[C@@H](N(CC1)C1=NC(=NC2=CC(=C(C=C12)Cl)B(O)O)OC[C@H]1N(CCC1)C)C 4-((S)-4-(tert-Butoxycarbonyl)-2-methylpiperazin-1-yl)-6-chloro-2-(((S)-1-methylpyrrolidin-2-yl)methoxy)quinazolin-7-ylboronic acid